2-Carboxy-7-((3'-(trifluoromethyl)-[1,1'-biphenyl]-2-yl)oxy)-1,2,3,4-tetrahydronaphthalene-2-aminium chloride [Cl-].C(=O)(O)C1(CC2=CC(=CC=C2CC1)OC1=C(C=CC=C1)C1=CC(=CC=C1)C(F)(F)F)[NH3+]